4-(benzoyl)benzyl-N-dodecyl-N,N-dimethyl-ammonium bromide [Br-].C(C1=CC=CC=C1)(=O)C1=CC=C(C[N+](C)(C)CCCCCCCCCCCC)C=C1